3-[(E)-2-[4-(trifluoromethyl)phenyl]vinyl]pyrrolidine-1-carboxylic acid tert-butyl ester C(C)(C)(C)OC(=O)N1CC(CC1)\C=C\C1=CC=C(C=C1)C(F)(F)F